FC1=C(C(=O)C2=NNC3=NC=C(C=C32)C=3C=NC(=NC3)C(=O)O)C=CC(=C1NS(=O)(=O)CCC)F 5-(3-(2,4-difluoro-3-(propylsulfonamido)benzoyl)-1H-pyrazolo[3,4-b]pyridin-5-yl)pyrimidine-2-carboxylic acid